(R)-N-((S)-3-bromo-2-methyl-4,5,6,7-tetrahydropyrazolo[1,5-a]pyridin-4-yl)-2-methylpropane-2-sulfinamide BrC=1C(=NN2C1[C@H](CCC2)N[S@](=O)C(C)(C)C)C